N-(5-(5-oxo-6-propyl-5,6-dihydro-1,6-naphthyridin-3-yl)pyridin-2-yl)pentanamide O=C1C=2C=C(C=NC2C=CN1CCC)C=1C=CC(=NC1)NC(CCCC)=O